CN1CCN(CC1)C(CCCC)=O 1-(4-methylpiperazin-1-yl)pentan-1-one